ON\C(=N/[H])\C1=CC=C(C(=N1)C(=O)OC)OC methyl (Z)-6-(N-hydroxycarbamimidoyl)-3-methoxypicolinate